(R)-3-ethyl-4-(5-((8-fluoro-2-methylimidazo[1,2-a]pyridin-6-yl)carbamoyl)pyrazin-2-yl)piperazine-1-carboxylic acid tert-butyl ester C(C)(C)(C)OC(=O)N1C[C@H](N(CC1)C1=NC=C(N=C1)C(NC=1C=C(C=2N(C1)C=C(N2)C)F)=O)CC